ClC=1C=C(C=C(C1OC=1C=C2CCN(C(C2=CC1)=O)C1=CC=NC=C1)Cl)N1N=CC(NC1=O)=O 2-(3,5-dichloro-4-((1-oxo-2-(pyridin-4-yl)-1,2,3,4-tetrahydroisoquinolin-6-yl)oxy)phenyl)-1,2,4-triazine-3,5(2H,4H)-dione